CC1=C(OC=2CCC3=CN(N=C3C21)CC2=NC=C(C=C2)C(F)(F)F)C(=O)NC[C@H]2OCCC2 8-Methyl-N-[(2S)-tetrahydrofuran-2-ylmethyl]-2-{[5-(Trifluoromethyl)pyridin-2-yl]methyl}-4,5-dihydro-2H-furo[2,3-g]indazol-7-carboxamid